C(C)(C)(C)C1=CC(=CC2=CC=CC=C12)C1=NC=CC2=C1SC1=C2C=CC(=C1)Cl 1-(4-(tert-butyl)naphthalen-2-yl)-7-chlorobenzo[4,5]thieno[2,3-c]pyridine